C1=CC=CC=2C3=CC=CC=C3C(C12)COC(=O)N1C(CC(C1)OCCC)C(=O)O 1-(9H-fluoren-9-ylmethoxycarbonyl)-4-propoxy-pyrrolidine-2-carboxylic acid